C[C@H]1N(CC(NC1)=O)C(=O)OC(C)(C)C (R)-tert-butyl 2-methyl-5-oxopiperazine-1-carboxylate